FC=1C=CC2=C(O[C@H](CO2)CN2CCN(CC2)C2=NC=CC=C2CO)C1 (s)-(2-(4-((7-fluoro-2,3-dihydrobenzo[b][1,4]dioxin-2-yl)methyl)-piperazin-1-yl)pyridin-3-yl)methanol